COC(C1=C(C(=CC(=C1)OCC)SCCC(=O)OCC(CCCC)CC)N)=O 2-amino-5-ethoxy-3-((3-((2-ethylhexyl)oxy)-3-oxopropyl)thio)benzoic acid methyl ester